ClC=1C=C(C=2CC[C@H](C2C1)O)S(=O)(=O)NC1=C(C(=C(C=C1)F)C=1C=C2C=NC(=NC2=C(C1)OC)NCC(C)N(C)C)F (1R)-6-chloro-N-[3-(2-{[2-(dimethylamino)propyl]amino}-8-methoxyquinazolin-6-yl)-2,4-difluorophenyl]-1-hydroxy-2,3-dihydro-1H-indene-4-sulfonamide